C(\C(\C)=C/C(=O)[O-])(=O)O.[K+] potassium hydrogen citraconate